ClC1=C(C(=CC=C1)Cl)C=1OC(=C(N1)C(=O)N)NC1=CC=C(C=C1)C(=O)N1CCS(CC1)(=O)=O 2-(2,6-dichlorophenyl)-5-[4-(1,1-dioxo-1,4-thiazinan-4-carbonyl)-anilino]oxazole-4-carboxamide